O[C@H]1CN(CC1)CC=1C=NC2=C(N=CC=C2C1)NC=1C(=C(C=CC1)B(O)O)C (R)-(3-((3-((3-hydroxypyrrolidin-1-yl)methyl)-1,7-naphthyridin-8-yl)amino)-2-methylphenyl)boronic acid